BrC1=C(N)C(=CC=C1)OC1=C(C=CC=C1)C(F)F 2-bromo-6-(2-(difluoromethyl)phenoxy)aniline